(3S,8R,9aS)-8-(2,3-dichloro-6-methoxyphenyl)-3-methyl-octahydropyrido[1,2-a]pyrazin-4-one ClC1=C(C(=CC=C1Cl)OC)[C@H]1C[C@@H]2N(C([C@@H](NC2)C)=O)CC1